F[C@]1(COCCC1)CNC(OCC1=CC=CC=C1)=O benzyl (S)-((3-fluorotetrahydro-2H-pyran-3-yl)methyl)carbamate